S(=O)(=O)(O)C1=CC=C(C=C1)N1N=C(N=N1)C1=CC=C(C=C1)C(=O)O 2-(4-sulfophenyl)-5-(4-carboxyphenyl)-2H-tetrazole